2-(8-formyl-7-hydroxy-6-methoxy-4-methyl-2-oxo-2H-chromen-3-yl)-N-(2-hydroxyethyl)acetamide C(=O)C=1C(=C(C=C2C(=C(C(OC12)=O)CC(=O)NCCO)C)OC)O